O=C([C@H](O)[C@H](O)[C@H](O)CO)O D-Ribonic acid